C(CCCCCCCCCCCCCCCC)[Si](CCCCCCCC(=O)O)(C)C 8-(heptadecyl-dimethylsilyl)octanoic acid